ClC1=C2C(=C(C=C1)O)N(CC21CCN(CC1)CC(C)(C)C)C1=C(C=CC=C1)NC(=O)NC=1SC2=NC(=CC=C2N1)Cl 1-{2-[4-chloro-1'-(2,2-dimethylpropyl)-7-hydroxy-1,2-dihydrospiro[indole-3,4'-piperidine]-1-yl]phenyl}-3-{5-chloro-[1,3]thiazolo[5,4-b]pyridine-2-yl}urea